C(C=C)(=O)N1CC(C1)N1C[C@H]2N(C3=C(OC2)C=C(C=C3)C=3C=2N(C=C(C3)C3=CC=C(C=C3)N3CCN(CC3)C)N=CC2C#N)CC1 (R)-4-(3-(1-acryloylazetidin-3-yl)-1,2,3,4,4a,5-hexahydrobenzo[b]pyrazino[1,2-d][1,4]oxazin-8-yl)-6-(4-(4-methylpiperazin-1-yl)phenyl)pyrazolo[1,5-a]pyridine-3-carbonitrile